3-(3,5-difluorobenzyl)-1-(4-(pyridin-4-yl)phenyl)pyrrolidin-2-one FC=1C=C(CC2C(N(CC2)C2=CC=C(C=C2)C2=CC=NC=C2)=O)C=C(C1)F